ClC1=C(C=C(C=C1)[N+](=O)[O-])S(=O)(=O)N1CCCCCC1 1-((2-Chloro-5-nitrophenyl)sulfonyl)azepane